CC1=CC[C@@H](C(C)(C)O)CC1 α-terpinenol